CC1(OB(OC1(C)C)C1=CC=C(O[C@@H]2CN(CC2)C(=O)OC(C)(C)C)C=C1)C Tert-butyl (3S)-3-[4-(4,4,5,5-tetramethyl-1,3,2-dioxaborolan-2-yl)phenoxy]pyrrolidine-1-carboxylate